C(C)(C)NC(=O)N1C[C@H](N([C@H](C1)C)C=1N=CC2=C(N1)C(=NN2)C=2C=NC(=CC2)N2C[C@H](NCC2)C)C (3R,5S)-N-isopropyl-3,5-dimethyl-4-(3-(6-((R)-3-methylpiperazin-1-yl)pyridin-3-yl)-1H-pyrazolo[4,3-d]pyrimidin-5-yl)piperazine-1-carboxamide